NC1=C(OC2=C(C=C(C=C2C(F)(F)F)OC2=C(C=CC=C2)N)C(F)(F)F)C=CC=C1 1,4-bis(2-aminophenoxy)-2,6-bis(trifluoromethyl)benzene